tert-butyl (S)-(1-(5-carbamoyl-4-((2'-oxospiro[cyclohexane-1,3'-indolin]-5'-yl)amino)pyrimidin-2-yl)piperidin-3-yl)carbamate C(N)(=O)C=1C(=NC(=NC1)N1C[C@H](CCC1)NC(OC(C)(C)C)=O)NC=1C=C2C3(C(NC2=CC1)=O)CCCCC3